C(C)(C)(C)OC(CCC1=CC2=C(N(C(N2C)=O)C2OCNCCC2)C=C1)=O.FC1=C(C(=C(C(=C1F)F)F)F)S(=O)(=O)N(CC1=CC=C(C=C1)OC)CC1=CC=C(C=C1)OC 2,3,4,5,6-pentafluoro-N,N-bis(4-methoxybenzyl)benzenesulfonamide tert-Butyl-3-[1-(2,7-oxazepan-3-yl)-3-methyl-2-oxo-benzimidazol-5-yl]-propanoate